C(OC=1C=CC(=C(C1)N(S(=O)(=O)C)C)[N+](=O)[O-])([2H])([2H])[2H] N-(5-(methoxy-d3)-2-nitrophenyl)-N-methylmethanesulfonamide